3'-adamantan-1-yl-4'-hydroxy-2-morpholin-4-ylmethyl-biphenyl C12(CC3CC(CC(C1)C3)C2)C=2C=C(C=CC2O)C2=C(C=CC=C2)CN2CCOCC2